(R)-N-(2-(3-((5-Methyl-6-(1H-pyrazol-4-yl)-[1,2,4]triazolo[1,5-a]pyridin-2-yl)amino)piperidin-1-yl)benzo[d]thiazol-5-yl)acrylamide CC1=C(C=CC=2N1N=C(N2)N[C@H]2CN(CCC2)C=2SC1=C(N2)C=C(C=C1)NC(C=C)=O)C=1C=NNC1